N1(CCC1)C(=O)C1=C(N=NC=C1)N1[C@H](C2=C(CC1)NC=N2)C2=NN1C(C(=CC=C1)F)=C2 (R)-azetidin-1-yl(3-(4-(4-fluoropyrazolo[1,5-a]pyridin-2-yl)-1,4,6,7-tetrahydro-5H-imidazo[4,5-c]pyridin-5-yl)pyridazin-4-yl)methanone